4-iodo-1-(1-phenylethyl)-1H-pyrazole IC=1C=NN(C1)C(C)C1=CC=CC=C1